C/C(=C/C(=O)NCCCO[C@@H]1O[C@@H]([C@@H]([C@@H]([C@H]1O)O)O)CO)/C=C/C=C(/C=C/C1=C(CCCC1(C)C)C)\C (2Z,4E,6E,8E)-3,7-Dimethyl-N-(3-(((2R,3R,4S,5R,6R)-3,4,5-Trihydroxy-6-(Hydroxymethyl)Tetrahydro-2H-Pyran-2-Yl)Oxy)Propyl)-9-(2,6,6-Trimethylcyclohex-1-En-1-Yl)Nona-2,4,6,8-Tetraenamide